5-bromo-4-ethoxypyridin BrC=1C(=CC=NC1)OCC